(2,4-dichloropyridin-3-yl)methanol ClC1=NC=CC(=C1CO)Cl